C(C)(C)(C)NS(=O)(=O)C1=C(C=CC(=C1)C1=NOC(C1)(C)C)OC N-tert-butyl-5-(5,5-dimethyl-4H-isoxazol-3-yl)-2-methoxy-benzenesulfonamide